C(C)C(C(CC(C)=O)=O)CCCCCC 5-ethylundecane-2,4-dione